[4-[[4-(methylcarbamoyl) pyrimidin-2-yl] amino] cyclohexyl] methanesulfonate CS(=O)(=O)OC1CCC(CC1)NC1=NC=CC(=N1)C(NC)=O